C(CC1=NN(C(=N1)N)CC1=CC=C(C=C1)C=C)C1=NN(C(=N1)N)CC1=CC=C(C=C1)C=C 3,3'-ethylenebis[1-(4-vinylbenzyl)-5-amino-1H-1,2,4-triazole]